(4S,5R)-1-{4-[(8-{3-[(ethanesulfonyl)methyl]azetidin-1-yl}-5-(propan-2-yl)isoquinolin-3-yl)amino]pyrimidin-2-yl}-5-fluoro-3,3-dimethyl-piperidin-4-ol C(C)S(=O)(=O)CC1CN(C1)C=1C=CC(=C2C=C(N=CC12)NC1=NC(=NC=C1)N1CC([C@@H]([C@@H](C1)F)O)(C)C)C(C)C